tert-butyl 2-(2-(trifluoromethyl)pyrimidin-4-yl)-2,8-diazaspiro[4.5]decane-8-carboxylate FC(C1=NC=CC(=N1)N1CC2(CC1)CCN(CC2)C(=O)OC(C)(C)C)(F)F